γ-butyrolactone-D6 [2H]C1(C(=O)OC(C1([2H])[2H])([2H])[2H])[2H]